2-[3-(4-Chloro-3-fluorophenyl)-1-methyl-1H-1,2,4-triazol-5-yl]-N-[(3-methoxyphenyl)methyl]acetamid ClC1=C(C=C(C=C1)C1=NN(C(=N1)CC(=O)NCC1=CC(=CC=C1)OC)C)F